1-(4-chloro-2,6-difluoro-phenyl)ethanone ClC1=CC(=C(C(=C1)F)C(C)=O)F